BrC=1C=C(C=C(C1OC)F)CN(C)C 1-(3-bromo-5-fluoro-4-methoxyphenyl)-N,N-dimethylmethanamine